[Na+].C1(CCC1)C1=C(C(=C(C(=N1)C1CC1)/C=C/[C@H](C[C@H](CC(=O)[O-])O)O)C1=CC=C(C=C1)F)COC (3R,5S,E)-7-(6-cyclobutyl-2-cyclopropyl-4-(4-fluorophenyl)-5-(methoxymethyl)pyridin-3-yl)-3,5-dihydroxyhept-6-enoic acid sodium salt